N1(C=NC2=C1C=CC=C2)C(=S)SC methyl 1H-benzo[d]imidazole-1-carbodithioate